CC([SiH](C)N1CCCCC1)C dimethylpiperidinodimethylsilane